(R)-2-((1-(2-cyano-3-(6-(4-cyano-phenyl)-2,6-diazaspiro[3.3]heptan-2-yl)-7-methylquinoxalin-5-yl)ethyl)-amino)benzoic acid C(#N)C1=NC2=CC(=CC(=C2N=C1N1CC2(C1)CN(C2)C2=CC=C(C=C2)C#N)[C@@H](C)NC2=C(C(=O)O)C=CC=C2)C